(S)-1-azidopropan-2-ol N(=[N+]=[N-])C[C@H](C)O